OC=1C=C(OC2=CC=C(C=C2)C2=CC=C(C=C2)C=CC(=O)C2=CC=CC=C2)C=C(C1)O 3-[4-[4-(3,5-Dihydroxyphenoxy)phenyl]phenyl]-1-phenylprop-2-en-1-one